N-((3R,4S)-3-hydroxytetrahydropyran-4-yl)-6-((5-methyl-3-(6-methyl-3-pyridinyl)isoOxazol-4-yl)methoxy)pyridine-3-carboxamide O[C@H]1COCC[C@@H]1NC(=O)C=1C=NC(=CC1)OCC=1C(=NOC1C)C=1C=NC(=CC1)C